ClC=1C=CC(=NC1)[C@@]1(OC2=C(O1)C=CC=C2C2=CC[C@H](OC2)CC2=NC1=C(N2CC=2N=CSC2)C=C(C=C1F)C(=O)O)C 2-(((S)-5-((S)-2-(5-chloropyridin-2-yl)-2-methylbenzo[d][1,3]dioxol-4-yl)-3,6-dihydro-2H-pyran-2-yl)methyl)-4-fluoro-1-(thiazol-4-ylmethyl)-1H-benzo[d]imidazole-6-carboxylic acid